folic acid (5-methyltetrahydrofolate) CN1C=2C(NC(=NC2NCC1CNC1=CC=C(C(N[C@@H](CCC(=O)O)C(=O)O)=O)C=C1)N)=O.C(CC[C@@H](C(=O)O)NC(=O)C1=CC=C(NCC2=CN=C3N=C(N)NC(=O)C3=N2)C=C1)(=O)O